methyl 6-{8-hydroxy-1,4-dioxaspiro[4.5]decan-8-yl}pyridine-3-carboxylate OC1(CCC2(OCCO2)CC1)C1=CC=C(C=N1)C(=O)OC